α,α-bis(4-bromophenyl)-β-phenylphenyl-ethanol BrC1=CC=C(C=C1)C(C(C1=CC=CC=C1)C1=CC=CC=C1)(O)C1=CC=C(C=C1)Br